6-(3-((benzyloxy)methyl)-4-ethyl-5-oxo-4,5-dihydro-1H-1,2,4-triazol-1-yl)-2-(2-ethoxyvinyl)-5-fluoro-N-(2-fluoro-5-tolyl)nicotinamide C(C1=CC=CC=C1)OCC1=NN(C(N1CC)=O)C1=NC(=C(C(=O)NC=2C=CC(=C(C2)C)F)C=C1F)C=COCC